N-[3-[2-(difluoromethoxy)-5-(1-methylpyrazol-3-yl)oxy-phenyl]-1-methyl-pyrazol-4-yl]pyrazolo[1,5-a]pyrimidine-3-carboxamide FC(OC1=C(C=C(C=C1)OC1=NN(C=C1)C)C1=NN(C=C1NC(=O)C=1C=NN2C1N=CC=C2)C)F